B(O)(O)CCCCC(C(=O)O)(CCCN1CCCCC1)NC 6-borono-2-(methylamino)-2-(3-(piperidin-1-yl)propyl)hexanoic acid